C(C1=CC=CC=C1)N1CC(=CC=C1)O N-benzyl-3-hydroxypyridine